ClC1=CC=C2C=C(C=NC2=C1)C(=O)N[C@@H]1CC[C@H](N(C1)C(=O)OC(C)(C)C)C=1OC(=NN1)OCCOC(F)(F)F tert-butyl (2S,5R)-5-(7-chloroquinoline-3-amido)-2-{5-[2-(trifluoromethoxy)ethoxy]-1,3,4-oxadiazol-2-yl}piperidine-1-carboxylate